COC=1C=C(C=CC1[N+](=O)[O-])N(CCN(C)C)C N1-(3-methoxy-4-nitrophenyl)-N1,N2,N2-trimethylethane-1,2-diamine